C(C)[C@H]1NC[C@@H]2N(C1)C(N(C2)C2=C(C=C(C=C2)F)C(F)(F)F)=O (6R,8aS)-6-ethyl-2-[4-fluoro-2-(trifluoromethyl)phenyl]-1,5,6,7,8,8a-hexahydroimidazo[1,5-a]pyrazin-3-one